N-[2-(7-chloro-5-methylpyrrolo[2,1-f][1,2,4]triazin-4-yl)-2-azaspiro[3.3]hept-6-yl]-2-fluoroethylsulfuric diamide ClC1=CC(=C2C(=NC=NN21)N2CC1(C2)CC(C1)N(S(N)(=O)=O)CCF)C